(R)-4-(2-amino-4-((1-hydroxy-2-methylhexan-2-yl)amino)quinazolin-7-yl)-5-((butyl-(Methyl)amino)methyl)-1-methylpyridin-2(1H)-one NC1=NC2=CC(=CC=C2C(=N1)N[C@@](CO)(CCCC)C)C1=CC(N(C=C1CN(C)CCCC)C)=O